C(C1=CC=CC=C1)N1C(=NC=2N(C(N(C(C12)=O)CCCO)=O)C)OC1=C(C#N)C=CC=C1 2-((7-benzyl-1-(3-hydroxypropyl)-3-methyl-2,6-dioxo-2,3,6,7-tetrahydro-1H-purin-8-yl)oxy)benzonitrile